ClC1=C(CN2CC3(CC2)CCN(CC3)C(=O)N3N=C(C=C3)C(=O)N)C=CC(=C1)N1CCOCC1 1-(2-(2-chloro-4-morpholinobenzyl)-2,8-diazaspiro[4.5]decane-8-carbonyl)-1H-pyrazole-3-carboxamide